[4-(4-{[bis(pyridin-2-ylmethyl)amino]Methyl}-1H-1,2,3-triazol-1-yl)phenyl]Acetic acid ethyl ester C(C)OC(CC1=CC=C(C=C1)N1N=NC(=C1)CN(CC1=NC=CC=C1)CC1=NC=CC=C1)=O